5-chloro-1'-[(1-phenylpyrazol-4-yl)methyl]spiro[1H-isobenzofuran-3,4'-piperidine]-1-carboxamide ClC=1C=C2C(=CC1)C(OC21CCN(CC1)CC=1C=NN(C1)C1=CC=CC=C1)C(=O)N